2-(2-(3-Fluoro-6-(trifluoromethyl)pyridin-2-yl)-7-azaspiro[3.5]nonane-7-carbonyl)-7-oxa-5-azaspiro[3.4]octan-6-one FC=1C(=NC(=CC1)C(F)(F)F)C1CC2(C1)CCN(CC2)C(=O)C2CC1(C2)NC(OC1)=O